O[C@@H]1C[C@H](N(C1)C(C(C(C)C)C1=CC(=NO1)OC)=O)C=1NC=C(N1)C(=O)N(C1COCC1)CC1=CC=C(C=C1)C1=C(N=CS1)C 2-[(2S,4R)-4-hydroxy-1-[2-(3-methoxyisoxazol-5-yl)-3-methyl-butyryl]pyrrolidin-2-yl]-N-[[4-(4-methylthiazol-5-yl)phenyl]methyl]-N-tetrahydrofuran-3-yl-1H-imidazole-4-carboxamide